Cl.Cl.C1(OCCC12CCNCC2)=O oxa-8-azaspiro[4.5]decan-1-one dihydrochloride